O-((5-(((tert-butyldimethylsilyl)oxy)methyl)-1,4-dioxan-2-yl)methyl) S-methyl carbonodithioate C(OCC1OCC(OC1)CO[Si](C)(C)C(C)(C)C)(=S)SC